COC(=O)C1=C(N(C(=C1C)C1=C(C=CC=C1)C(F)(F)F)CCOCC1=CC=CC=C1)Cl (S)-1-(2-(benzyloxy)ethyl)-2-chloro-4-methyl-5-(2-(trifluoromethyl)phenyl)-1H-pyrrole-3-carboxylic acid methyl ester